methyl 5-methylsulfinylthiophene-2-carboxylate CS(=O)C1=CC=C(S1)C(=O)OC